ClC1=CC(N(S1(=O)=O)CC1CCC(CC1)C(=O)O)=O 4-((5-chloro-1,1-dioxido-3-oxoisothiazol-2(3H)-yl)methyl)cyclohexane-1-carboxylic acid